O=C1NC(CCC1NC1=CC=C(C=C1)N1CCC(CC1)N1CCC(CC1)CNC(OC(C)(C)C)=O)=O tert-butyl ((1'-(4-((2,6-dioxopiperidin-3-yl)amino)phenyl)-[1,4'-bipiperidin]-4-yl)methyl)carbamate